OC1=C(C=C(OC2CC(C2)C#N)C=C1)[N+](=O)[O-] (1s,3s)-3-(4-hydroxy-3-nitrophenoxy)cyclobutane-1-carbonitrile